C(C)(C)(C)OC(N(C)CCOC1=C(C=C(C=C1)C=1N=C(SC1CC(C)C)Br)Cl)=O.FC=1C=C(COC2=CC=C(C3=C2OCO3)CNCC(=O)N)C=CC1 2-{[7-(3-fluorobenzyloxy)benzo[d][1,3]dioxol-4-yl]methylamino}acetamide tert-butyl-(2-(4-(2-bromo-5-isobutylthiazol-4-yl)-2-chlorophenoxy)ethyl)(methyl)carbamate